(R)-1-(3-(3-(4-([1,4'-bipiperidin]-1'-yl)phenyl)-1H-pyrazolo[4,3-c]pyridin-1-yl)piperidin-1-yl)prop-2-en-1-one N1(CCCCC1)C1CCN(CC1)C1=CC=C(C=C1)C1=NN(C2=C1C=NC=C2)[C@H]2CN(CCC2)C(C=C)=O